5-Fluoro-6-(2-methoxyethoxy)-3-{3-[6-(4-methylpiperazin-1-yl)pyridin-3-yl]-1,2-oxazol-5-yl}-1H-indazol FC=1C=C2C(=NNC2=CC1OCCOC)C1=CC(=NO1)C=1C=NC(=CC1)N1CCN(CC1)C